OC1=CC=C(C=C1)\C(=C(/CC)\C1=CC=CC=C1)\C1=CC=C(C=C1)C=CC(=O)O 3-(4-((E)-1-(4-hydroxyphenyl)-2-phenylbut-1-en-1-yl)phenyl)acrylic acid